(R)-N-(7-chloro-1-(1-methylazepan-3-yl)-1H-benzo[d]imidazol-2-yl)-2-(difluoromethyl)-3,4,5,6-tetrafluorobenzenesulfonamide ClC1=CC=CC2=C1N(C(=N2)NS(=O)(=O)C2=C(C(=C(C(=C2F)F)F)F)C(F)F)[C@H]2CN(CCCC2)C